FC1=C(C=CC(=C1C)OC1=CC2=C(N(N=N2)C)C=C1)NC1=NC=NC2=C1N=C(N=C2)N2CC(CC2)N(C(C=C)=O)C N-(1-(8-((2-fluoro-3-methyl-4-((1-methyl-1H-benzo[d][1,2,3]triazol-5-yl)oxy)phenyl)amino)pyrimido[5,4-d]pyrimidin-2-yl)pyrrolidin-3-yl)-N-methylacrylamide